2'-amino-2'-deoxy-cytidine triphosphate P(O)(=O)(OP(=O)(O)OP(=O)(O)O)OC[C@@H]1[C@H]([C@H]([C@@H](O1)N1C(=O)N=C(N)C=C1)N)O